3,4-bis(di-n-propylphosphino)-2,5-diisopropylthiophene C(CC)P(C1=C(SC(=C1P(CCC)CCC)C(C)C)C(C)C)CCC